2,6-dichloro-p-phenylenediamine C1=C(C=C(C(=C1Cl)N)Cl)N